1-(9Z-heptadecenoyl)-2-(9Z,12Z,15Z-octadecatrienoyl)-glycero-3-phosphoserine CCCCCCC/C=C\CCCCCCCC(=O)OC[C@H](COP(=O)(O)OC[C@@H](C(=O)O)N)OC(=O)CCCCCCC/C=C\C/C=C\C/C=C\CC